CC1=NC(=NO1)C1=CC=C2C=CN=C(C2=C1)NCCN1CC2=CC=C(C=C2C1=O)C#N 2-[2-[[7-(5-methyl-1,2,4-oxadiazol-3-yl)-1-isoquinolinyl]amino]ethyl]-3-oxo-isoindoline-5-carbonitrile